FC1=CC=C(C=C1)N1N=C2C(=N1)C=CC(=C2)N 2-(4-fluoro-phenyl)-2H-benzotriazol-5-ylamine